C(#N)C=1C=C(C=CC1F)NC(=O)N1CC=2C(=NN3C2C=2C(CCC3)=CNN2)CC1 N-(3-Cyano-4-fluorophenyl)-4,5,6,9,10,12-hexahydropyrazolo[3,4-c]pyrido[4',3':3,4]-pyrazolo[1,5-a]azepine-11(2H)-carboxamide